[N+](=O)([O-])C1=C(C(C(=O)O)=CC(=C1)[N+](=O)[O-])O (l)-3,5-dinitrosalicylic acid